N-(6-amino-5-methyl-3-pyridyl)-2-[(2S,5R)-5-methyl-2-[6-(trifluoromethyl)-3-pyridyl]-1-piperidyl]-2-oxo-acetamide NC1=C(C=C(C=N1)NC(C(=O)N1[C@@H](CC[C@H](C1)C)C=1C=NC(=CC1)C(F)(F)F)=O)C